1,3-phenylenebis((9,9-dimethylacridin-10(9H)-yl)methanone) C1(=CC(=CC=C1)C(=O)N1C=2C=CC=CC2C(C2=CC=CC=C12)(C)C)C(=O)N1C=2C=CC=CC2C(C2=CC=CC=C12)(C)C